methyl [{(7S)-3-(benzyloxy)-7-[(tert-butoxycarbonyl)amino]-1-fluoro-7,8-dihydronaphthalen-2-yl}(trifluoroacetyl)amino]acetate C(C1=CC=CC=C1)OC=1C(=C(C=2C[C@@H](C=CC2C1)NC(=O)OC(C)(C)C)F)N(C(C(F)(F)F)=O)CC(=O)OC